(R)-6-(2-(2,3-difluorophenyl)-2-hydroxyacetyl)-2-(1-phenylcyclopropyl)-5,6,7,8-tetrahydropyrido[4,3-d]pyrimidin-4(3H)-one FC1=C(C=CC=C1F)[C@H](C(=O)N1CC2=C(N=C(NC2=O)C2(CC2)C2=CC=CC=C2)CC1)O